2-((3S,4S)-4-amino-3-methyl-2-oxa-8-azaspiro[4.5]dec-8-yl)-6-methylpyrimidine-4-carbonitrile N[C@@H]1[C@@H](OCC12CCN(CC2)C2=NC(=CC(=N2)C#N)C)C